[Na+].C(CCC)C=1C(=C(C(=O)[O-])C=C(C1O)CCCC)C 3,5-dibutyl-4-hydroxy-2-methylbenzoic acid, sodium salt